1-((2-methoxyethyl)sulfonyl)piperidin-4-amine COCCS(=O)(=O)N1CCC(CC1)N